C(C=C)(=O)N1CC(CC1)C=1C=C(N2C=NC=CC21)C2=CC=C(C(=O)NC1=NC=CC(=C1)C1CC1)C=C2 4-(5-(1-propenoylpyrrolidin-3-yl)pyrrolo[1,2-c]pyrimidin-7-yl)-N-(4-cyclopropylpyridin-2-yl)benzamide